(S)-5-((2-amino-3-chloropyridin-4-yl)thio)-2-(1-amino-4-methoxy-1,3-dihydrospiro[inden-2,4'-piperidin]-1'-yl)-3-methylpyridin-4(3H)-one NC1=NC=CC(=C1Cl)SC=1C([C@H](C(=NC1)N1CCC2(CC1)C(C1=CC=CC(=C1C2)OC)N)C)=O